N=1C=CN2C1N=CC(=C2)C=2C=CN1N=C(N=CC12)N[C@@H]1CC[C@H](CC1)N1CCOCC1 5-(imidazo[1,2-a]pyrimidin-6-yl)-N-(trans-4-morpholinocyclohexyl)pyrrolo[2,1-f][1,2,4]triazin-2-amine